ClC=1C=C2C(=NN1)NC[C@]1(N2C[C@@H](C1)O)CC (6aS,8R)-2-chloro-6a-ethyl-5,6,6a,7,8,9-hexahydro-pyrrolo[1',2':4,5]pyrazino[2,3-c]pyridazin-8-ol